phospholium chloride [Cl-].[PH2+]1C=CC=C1